N-((1s,4s)-4-cyanocyclohexyl)-5-(4-((3-ethyl-9-fluoro-2-oxo-2,3-dihydro-1H-pyrimido[4,5,6-de]quinazolin-8-yl)methyl)piperazin-1-yl)-6-methylpyridineamide C(#N)C1CCC(CC1)NC(=O)C1=NC(=C(C=C1)N1CCN(CC1)CC1=CC=2C3=C(N(C(NC3=C1F)=O)CC)N=CN2)C